4-(Methyl-seleno)butyronitrile C[Se]CCCC#N